BrC=1C=CC=C2C(=C(N=CC12)C(=O)O)C(C)C 8-Bromo-4-isopropylisoquinoline-3-carboxylic acid